2,3-dihydroxypropan-1-yl (13E)-docos-13-enoate C(CCCCCCCCCCC\C=C\CCCCCCCC)(=O)OCC(CO)O